N[C@@H](CC(N)=O)C(=O)[O-] Asparaginat